ClC=1C=C(C2=C(N=C(O2)N2CC3COCC(C2)N3C(=O)OC(C)(C)C)C1OC(F)(F)F)C=1SC=CN1 tert-Butyl 7-(5-chloro-7-(thiazol-2-yl)-4-(trifluoromethoxy)benzo[d]oxazol-2-yl)-3-oxa-7,9-diazabicyclo[3.3.1]nonane-9-carboxylate